7,8-Dihydro-quinolin-5(6H)-one N1=CC=CC=2C(CCCC12)=O